NC(CO)CN1N=C(C=C1)C1=CC=C(C=C1)OC1=NC=C(C=C1F)C1=NNC=C1 2-amino-3-(3-(4-((3-fluoro-5-(1H-pyrazol-3-yl)pyridin-2-yl)oxy)phenyl)-1H-pyrazol-1-yl)propan-1-ol